N-(1-((1s,3s)-3-(2-fluoroethoxy)cyclobutyl)-3-(pyridin-2-yl)-1H-pyrazol-4-yl)-2-(1H-pyrazol-4-yl)thiazole-4-carboxamide FCCOC1CC(C1)N1N=C(C(=C1)NC(=O)C=1N=C(SC1)C=1C=NNC1)C1=NC=CC=C1